BORNYL-CYCLOHEXANOL C12(C(CC(CC1)C2(C)C)C2(CCCCC2)O)C